N-tert-butyl-1-[6-(6-methoxy-2-methylquinolin-7-yl)-1,2,4-triazin-3-yl]pyrrolidin-3-amine C(C)(C)(C)NC1CN(CC1)C=1N=NC(=CN1)C1=C(C=C2C=CC(=NC2=C1)C)OC